trans-1,4-cyclohexanedicarbaldehyde [C@H]1(CC[C@H](CC1)C=O)C=O